N-(2-((1r,4r)-4-(hydroxymethyl)cyclohexyl)-5-(2-hydroxypropan-2-yl)benzo[d]oxazol-6-yl)-6-(trifluoromethyl)picolinamide OCC1CCC(CC1)C=1OC2=C(N1)C=C(C(=C2)NC(C2=NC(=CC=C2)C(F)(F)F)=O)C(C)(C)O